ClC1=C(C(=O)O)C(=CC(=C1)C1=CN=C2N1C=CC(=C2)C=2C=NN(C2)C)OC 2-chloro-6-methoxy-4-[7-(1-methylpyrazol-4-yl)imidazo[1,2-a]pyridin-3-yl]benzoic acid